[8-(1-octylnonoxy)-8-oxo-octyl] (2S,4S)-1-[7,7-dimethyl-8-oxo-8-(4-pentylnonoxy)octyl]-4-[3-[methyl-(1-methyl-4-piperidyl)amino] propanoyloxy]pyrrolidine-2-carboxylate CC(CCCCCCN1[C@@H](C[C@@H](C1)OC(CCN(C1CCN(CC1)C)C)=O)C(=O)OCCCCCCCC(=O)OC(CCCCCCCC)CCCCCCCC)(C(OCCCC(CCCCC)CCCCC)=O)C